tert-butyl 4-(3-(2,6-dioxopiperidin-3-yl)-1-methyl-1H-pyrazolo[3,4-c]pyridin-7-yl)piperazine-1-carboxylate O=C1NC(CCC1C1=NN(C2=C(N=CC=C21)N2CCN(CC2)C(=O)OC(C)(C)C)C)=O